(Z)-hex-3-en-1-yl salicylate C(C=1C(O)=CC=CC1)(=O)OCC\C=C/CC